CC1(CNCC=C1C1=CC=CC=C1)C 3,3-dimethyl-4-phenyl-2,6-dihydro-1H-pyridine